2-Methyl-6-(2,3,5,6-tetrafluoro-3'-(piperidin-1-ylmethyl)-[1,1'-biphenyl]-4-yl)-1H-benzo[d]imidazol CC1=NC2=C(N1)C=C(C=C2)C2=C(C(=C(C(=C2F)F)C2=CC(=CC=C2)CN2CCCCC2)F)F